O=C(ONC=O)CCNCCCCCCCCCCNCCC dioxo-3-oxa-2,7,18-triazahenicosan